2'-chloro-5'-methoxy-6-methyl-N-(5-(6-(trifluoromethyl)pyrazine-2-carbonyl)-5,6-dihydro-4H-pyrrolo[3,4-d]thiazol-2-yl)-[4,4'-bipyridine]-3-carboxamide ClC1=NC=C(C(=C1)C1=C(C=NC(=C1)C)C(=O)NC=1SC2=C(N1)CN(C2)C(=O)C2=NC(=CN=C2)C(F)(F)F)OC